CC1=C(C=CC(=C1)C(F)(F)F)NC(=S)N 1-(2-methyl-4-(trifluoromethyl)phenyl)thiourea